o-nitro-α,α,α-tribromoacetophenone [N+](=O)([O-])C1=C(C=CC=C1)C(C(Br)(Br)Br)=O